4-(5-bromo-3-pyridyl)morpholine BrC=1C=C(C=NC1)N1CCOCC1